COC(C(=O)C1=CC=CC=C1)(C1=CC=CC=C1)OC 2,2-Dimethoxy-2-phenyl-1-phenylethanon